OCCNCCCCCCCCC(=O)OCCCCCCCC octyl 9-((2-hydroxyethyl)amino)nonanoate